NC(=CC(=O)OCC)C(F)(F)F ethyl 3-amino-4,4,4-trifluorobut-2-enoate